CN1C(=[N+](C(=C1)CC)CC)CC 1-methyl-2,3,4-triethylimidazolium